C(C)(C)(C)OC(=O)C1=CC=CC2=CC=CC=C12.BrC=1C(=NC=CC1)C1OCCO1 bromo-2-(1,3-dioxolan-2-yl)pyridine tert-butyl-naphthalate